ClC=1C=CC2=C(C(CO2)NC(=O)C=2C=CC3=C(N(C(=N3)C3=CC(=C(C(=C3)OC)OC)OC)[C@@H]3C[C@H](CC3)C(NC)=O)C2)C1 N-(5-chloro-2,3-dihydrobenzofuran-3-yl)-1-((1S,3S)-3-(methylcarbamoyl)cyclopentyl)-2-(3,4,5-trimethoxyphenyl)-1H-benzo[d]imidazole-6-carboxamide